N2-(5-chloropyridin-3-yl)-N4-cyclobutyl-6-(pyridin-2-yl)-1,3,5-triazine-2,4-diamine ClC=1C=C(C=NC1)NC1=NC(=NC(=N1)NC1CCC1)C1=NC=CC=C1